C(C1=CC=CC=C1)OC([C@@H](N[P@](=O)(OC1=CC=CC=C1)OC1=C(C(=C(C(=C1F)F)F)F)F)C)=O ((S)-(perfluorophenoxy)(phenoxy)phosphoryl)-L-alanine benzyl ester